C12N(CC(CC1)C2)C(=O)C2=CC=C(C=C2)C2=C(N(C=1N=CN=C(C12)N)C)C1=CC=C(C=C1)NC(C(=C)C)=O N-(4-(5-(4-(2-azabicyclo[2.2.1]heptane-2-carbonyl)phenyl)-4-amino-7-methyl-7H-pyrrolo[2,3-d]pyrimidin-6-yl)phenyl)methacrylamide